C1(=CC=C(C=C1)OC1=CC=C(N)C=C1)OC1=CC=C(N)C=C1 4,4'-(1,4-phenylenedioxy)bis-aniline